pyridazin-3-ylmethanol N1=NC(=CC=C1)CO